4-bromo-5-(5-chloro-2-methoxyphenyl)pyridazine BrC1=CN=NC=C1C1=C(C=CC(=C1)Cl)OC